sodium-calcium chloride [Cl-].[Ca+2].[Na+].[Cl-].[Cl-]